ClC1=NC2=CC(=CC=C2C=C1)S(=O)(=O)NC1(CC1)C 2-chloro-N-(1-methylcyclopropyl)quinoline-7-sulfonamide